[4-[1-(hydroxymethyl)cyclopropyl]phenyl]boronic acid OCC1(CC1)C1=CC=C(C=C1)B(O)O